4-((3-chloro-2,4-difluorophenyl)(methyl)carbamoyl)-2-oxo-3-(7-oxo-4-(trifluoromethyl)-6,7-dihydro-5H-cyclopenta[b]pyridin-2-yl)imidazolidine-1-carboxylate ClC=1C(=C(C=CC1F)N(C(=O)C1N(C(N(C1)C(=O)[O-])=O)C1=CC(=C2C(=N1)C(CC2)=O)C(F)(F)F)C)F